CC1=C(C(=O)N)C(=CC=C1)C1CCN2N1C=1C=C(C=CC1C2=O)C=2C=NC(=NC2)N2CCOCC2 2-methyl-6-(6-(2-morpholinopyrimidin-5-yl)-9-oxo-1,2,3,9-tetrahydropyrazolo[1,2-a]indazol-3-yl)benzamide